CC(CCCC1C(=O)OC(C1)=O)CCCC(CCCC(C)C)C 4,8,12-trimethyl-tridecyl-succinic anhydride